FC1=CC(=C(C=C1)N1C(C(=CC=C1)C(=O)NC=1C=NC(=CC1)OCC(F)(F)F)=O)OCC(F)(F)F 1-[4-fluoro-2-(2,2,2-trifluoroethoxy)phenyl]-2-oxo-N-[6-(2,2,2-trifluoroethoxy)pyridin-3-yl]-1,2-dihydropyridine-3-carboxamide